FC(C(=O)O)(F)F.FC(C(=O)O)(F)F.C(N)(=N)C1=CC=C(CNC([C@H](C)NC(=O)[C@@H]2N(CC[C@@H](C2)C2=CC=CC=C2)CCC(=O)O)=O)C=C1 3-((2R,4S)-2-(((S)-1-((4-carbamimidoylbenzyl)amino)-1-oxopropan-2-yl)carbamoyl)-4-phenylpiperidin-1-yl)propanoic acid di-trifluoroacetate